NCCCCCC1=C(C=CC=C1)C1=CC(=CC=C1)CC1N(CCCC1NS(=O)(=O)C)C(=O)OC(C)(C)C tert-butyl 2-((2'-(5-aminopentyl)-[1,1'-biphenyl]-3-yl)methyl)-3-(methylsulfonamido)piperidine-1-carboxylate